ClC1=C(C(=O)N2CC=3N=C(SC3C2)NC(C2=CN=C(C=C2C2=C(C=CC(=C2)C#N)OC)C)=O)C=CC(=C1)OC N-(5-(2-chloro-4-methoxybenzoyl)-5,6-dihydro-4H-pyrrolo[3,4-d]thiazol-2-yl)-4-(5-cyano-2-methoxyphenyl)-6-methylnicotinamide